C(#N)CC1(CN(C1)C(=O)OC(C)(C)C)N1N=C(C(=C1)C=1C2=C(N=CN1)N(C=C2)COCC[Si](C)(C)C)N2C(C1=CC=CC=C1C2=O)=O tert-Butyl 3-(cyanomethyl)-3-(3-(1,3-dioxoisoindolin-2-yl)-4-(7-((2-(trimethylsilyl)ethoxy)methyl)-7H-pyrrolo[2,3-d]pyrimidin-4-yl)-1H-pyrazol-1-yl)azetidin-1-carboxylate